3-(6-morpholinyl-1H-benzoimidazol-2-yl)-1H-indazol-4-amine N1(CCOCC1)C=1C=CC2=C(NC(=N2)C2=NNC=3C=CC=C(C23)N)C1